N1CC(C1)NC(=O)N1CCN(C2=CC(=CC=C12)F)C1=CC=C(C=C1)F N-(azetidin-3-yl)-6-fluoro-4-(4-fluorophenyl)-3,4-dihydroquinoxaline-1(2H)-carboxamide